9-([1,1':3',1''-terphenyl]-3-yl)anthracene (S)-benzyl-4-amino-5-((4-bromo-2-picolinoylphenyl)-amino)-5-oxopentanoate hydrochloride Cl.C(C1=CC=CC=C1)OC(CC[C@@H](C(=O)NC1=C(C=CC=C1)C(C1=NC=CC(=C1)Br)=O)N)=O.C1(=CC(=CC=C1)C=1C2=CC=CC=C2C=C2C=CC=CC12)C1=CC(=CC=C1)C1=CC=CC=C1